6-(pyridin-3-yl)pyridazin-3(2H)-one N1=CC(=CC=C1)C=1C=CC(NN1)=O